[Li].FC=1C=CC=C(C(=O)O)C1 5-fluorobenzoic acid lithium